OC(CC(=O)[O-])CC.[Na+] sodium 3-hydroxypentanoate